1-(3-(N,N-dimethylamino)propyl)1,1,3,3,3-pentamethoxy-1,3-disilapropane CN(C)CCC[Si](C[Si](OC)(OC)OC)(OC)OC